BrC(C)C1=NC=NN1C1=NC=C(C=N1)OC(F)F 2-[5-(1-bromoethyl)-1,2,4-triazol-1-yl]-5-(difluoromethoxy)pyrimidine